NC1=NN(C(=C1)C1=CC=C(C=C1)C)C(=O)C1=CC(=C(C(=C1)OC)OC)OC (3-amino-5-(p-tolyl)-1H-pyrazol-1-yl)(3,4,5-trimethoxyphenyl)methanone